COC(\C(=C\CCCCCCCOCC1=CC=CC=C1)\C)=O (E)-10-(benzyloxy)-2-methyl-dec-2-enoic acid methyl ester